C12CC(CC(CCC1)N2)N(C=2SC1=NC(=CC=C1N2)C2=CC1=CN(N=C1C(=C2)C#N)C)C 5-{2-[(3-exo)-9-azabicyclo[3.3.1]non-3-yl-(methyl)amino][1,3]thiazolo[5,4-b]pyridin-5-yl}-2-methyl-2H-indazole-7-carbonitrile